2-(6,12-Dioxo-2-(2-phenoxyacetyl)-1,2,3,4,6,11,12,12a-octahydrobenzo[e]pyrazino[1,2-a][1,4]diazepin-8-yl)benzimidic acid O=C1C2=C(NC(C3N1CCN(C3)C(COC3=CC=CC=C3)=O)=O)C=CC(=C2)C2=C(C(O)=N)C=CC=C2